ClC=1OC=2C(=NC(=CC2F)Cl)N1 2,5-Dichloro-7-fluoro-oxazolo[4,5-b]pyridine